CC1(C(C1)CC1C(C2(CC2C1)C)(C)C)CO 1-methyl-2-[(1,2,2-trimethylbicyclo[3.1.0]hex-3-yl)methyl]-cyclopropanemethanol